methyl 5-{2-[(tert-butyldimethylsilyl)oxy]ethoxy}pyrimidine-2-carboxylate [Si](C)(C)(C(C)(C)C)OCCOC=1C=NC(=NC1)C(=O)OC